C=1(N=CN2C=NC=CC21)C(=O)N imidazo[1,5-c]pyrimidine-1-carboxamide